3-isopropylimidazo[1,2-a]pyridine C(C)(C)C1=CN=C2N1C=CC=C2